C12OCCN(C2C1)C1=NC=C(C(=N1)NC=1N=NC=C(C1)Cl)F N-(2-(2-oxa-5-azabicyclo[4.1.0]heptan-5-yl)-5-fluoropyrimidin-4-yl)-5-chloropyridazin-3-amine